C(C)S(=O)(=O)C=1N=C2N(C=CC=C2)C1C=1OC2=C(N1)C=C(C=C2)C(F)(F)F 2-(2-(ethylsulfonyl)imidazo[1,2-a]pyridin-3-yl)-5-(trifluoromethyl)benzo[d]oxazole